C(=O)O.NC1CCC(CC1)NC1=NC2=C(C=C(C=C2C=N1)C1=C(C=C(C=N1)NS(=O)(=O)C1=C(C=CC=C1)Cl)C)CC N-(6-(2-(((1r,4r)-4-aminocyclohexyl)amino)-8-ethylquinazolin-6-yl)-5-methylpyridin-3-yl)-2-chlorobenzenesulfonamide, formate salt